1,5-anhydro-3-(((4-(benzyloxy)-7-(4-(1-methyl-1H-1,2,3-triazol-4-yl)benzyl)-2,3-dihydro-1-benzofuran-5-yl)carbonyl)amino)-2,3-dideoxy-L-threo-pentitol C(C1=CC=CC=C1)OC1=C(C=C(C2=C1CCO2)CC2=CC=C(C=C2)C=2N=NN(C2)C)C(=O)N[C@H]2CCOC[C@@H]2O